(2S,4R)-1-[(2S)-2-(4-cyclopropyltriazol-1-yl)-3,3-dimethyl-butanoyl]-4-hydroxy-N-[2-oxo-2-[4-(1,2,4-triazol-1-yl)anilino]ethyl]pyrrolidine-2-carboxamide C1(CC1)C=1N=NN(C1)[C@H](C(=O)N1[C@@H](C[C@H](C1)O)C(=O)NCC(NC1=CC=C(C=C1)N1N=CN=C1)=O)C(C)(C)C